OCCNNCCC[Si](OCCCC)(OCCCC)OCCCC N-(2-hydroxyethylamino)-3-aminopropyl-tris(2-ethylethoxy)silane